2-(di[4-hydroxyphenyl]methyl)benzoic acid OC1=CC=C(C=C1)C(C1=C(C(=O)O)C=CC=C1)C1=CC=C(C=C1)O